5-Bromo-N1-(pyridin-2-yl)benzene-1,2-diamine BrC1=CC=C(C(=C1)NC1=NC=CC=C1)N